2-[(1-benzyl-1H-pyrazol-4-yl)oxy]-pyrido-[3,4-d]pyrimidin-4(3H)-one C(C1=CC=CC=C1)N1N=CC(=C1)OC=1NC(C2=C(N1)C=NC=C2)=O